C[C@@H]1O[C@@H](CN(C1)C1=C(C(=O)OCC)C=CC(=C1)F)C ethyl 2-(cis-2,6-dimethylmorpholino)-4-fluorobenzoate